3-Cyano-2,2-dimethylbutyric acid C(#N)C(C(C(=O)O)(C)C)C